C(=O)O.C(#N)C1=CC2=C(CN(CC(O2)(C)C)C2CCC3=CC=C(C=C23)C(CC(=O)O)C2=C(C3=C(N(N=N3)C)C=C2)C)C=C1 3-(3-(8-cyano-2,2-dimethyl-2,3-dihydrobenzo[f][1,4]oxazepin-4(5H)-yl)-2,3-dihydro-1H-inden-5-yl)-3-(1,4-dimethyl-1H-benzo[d][1,2,3]triazol-5-yl)propanoic acid, formic acid salt